BrCCOC1=CC(=C(C=C1)S(=O)(=O)C)I 4-(2-bromoethoxy)-2-iodo-1-methanesulfonylbenzene